N-((R)-1-(3-(difluoromethyl)-2-fluorophenyl)ethyl)-4-(((1R,5S,6s)-3-methyl-3-azabicyclo[3.1.0]hexan-6-yl)amino)-6-oxo-1-((S)-spiro[2.3]hexan-1-yl)-1,6-dihydropyridine-3-carboxamide FC(C=1C(=C(C=CC1)[C@@H](C)NC(=O)C1=CN(C(C=C1NC1[C@@H]2CN(C[C@H]12)C)=O)[C@H]1CC12CCC2)F)F